6-phenyl-N2-(pyridin-4-yl)-N4-(tetrahydrofuran-3-yl)-1,3,5-triazine-2,4-diamine C1(=CC=CC=C1)C1=NC(=NC(=N1)NC1=CC=NC=C1)NC1COCC1